N-allylethan-1-amine C(C=C)NCC